2-Azido-6-bromopyridine N(=[N+]=[N-])C1=NC(=CC=C1)Br